2-(4-(5-cyanopyridin-2-yl)piperazin-1-yl)-2-oxo-ethane C(#N)C=1C=CC(=NC1)N1CCN(CC1)C(C)=O